FC(O[C@@H]1CC[C@H](CC1)NC1=NN2C(C=N1)=C(C=C2)C=2C=CC=1N(N2)C=CN1)F N-(trans-4-(difluoromethoxy)cyclohexyl)-5-(imidazo[1,2-b]pyridazin-6-yl)pyrrolo[2,1-f][1,2,4]triazin-2-amine